1-(4-methoxybenzyl)-4-(trifluoromethyl)-3,4-dihydroquinazolin-2(1H)-one COC1=CC=C(CN2C(NC(C3=CC=CC=C23)C(F)(F)F)=O)C=C1